benzotriazolenicotinic acid tert-butyl-[2-(2-{2-[2-(2-{[6-(dimethylamino)-1-benzofuran-2-carbonyl]sulfamoyl}phenoxy)ethoxy]ethoxy}ethoxy)ethyl]carbamate C(C)(C)(C)N(C(O)=O)CCOCCOCCOCCOC1=C(C=CC=C1)S(NC(=O)C=1OC2=C(C1)C=CC(=C2)N(C)C)(=O)=O.N2N=NC1=C2C=CC=C1C1=CC=NC=C1C(=O)O